(2S)-tert-butyl 2-(hydroxymethyl)-4-((4-(methylsulfonyl)phenoxy)methyl)pyrrolidine-1-carboxylate OC[C@H]1N(CC(C1)COC1=CC=C(C=C1)S(=O)(=O)C)C(=O)OC(C)(C)C